COC1=C2CN(C(C2=CC=C1N1CCNCC1)=O)C1C(NC(CC1)=O)=O 3-(4-methoxy-1-oxo-5-piperazin-1-yl-isoindolin-2-yl)piperidine-2,6-dione